3-(4-iodo-1-oxo-3H-isoindol-2-yl)-1-methylpiperidine-2,6-dione IC1=C2CN(C(C2=CC=C1)=O)C1C(N(C(CC1)=O)C)=O